2-((5-oxaspiro[2.4]heptan-6-yl)methyl)-2H-tetrazol C1CC12COC(C2)CN2N=CN=N2